(1-(2-((tert-butyldiphenylsilyl)oxy)ethyl)hydrazino)-1H-tetrazole [Si](C1=CC=CC=C1)(C1=CC=CC=C1)(C(C)(C)C)OCCN(N)N1N=NN=C1